Benzothiadiazole boron [B].S1N=NC2=C1C=CC=C2